N'-diphenylethyl-oxamide C1(=CC=CC=C1)C(CNC(C(N)=O)=O)C1=CC=CC=C1